O[C@](N(C(=O)OC(C)(C)C)C1=CC=C2C(CC(OC2=C1)C1=CC=C(C=C1)O)=O)(CC1=CNC2=CC=CC=C12)C(=O)O hydroxy-2-(4-hydroxyphenyl)-4-oxo-chroman-7-yl-(t-butoxycarbonyl)tryptophan